C1(CC1)CS(=O)(=O)NC1=CC(=C(C2=CC=CC=C12)OC1=NC=CC=C1C1=NC(=NC=C1)N[C@@H]1CNC[C@H](C1)F)C 1-cyclopropyl-N-(4-((3-(2-(((3S,5S)-5-fluoropiperidin-3-yl)amino)pyrimidin-4-yl)pyridin-2-yl)oxy)-3-methylnaphthalen-1-yl)methanesulfonamide